CS(=O)(=O)C1OCCCNC1 (methylsulfonyl)-1,4-oxaazepane